3,5-dichloro-N-(2-(methylsulfonyl)ethyl)benzamide ClC=1C=C(C(=O)NCCS(=O)(=O)C)C=C(C1)Cl